5-[[3-(ethylsulfonylamino)-2-fluorophenyl]methyl]-3,4-difluoro-2-(2-fluoro-4-iodoanilino)benzamide C(C)S(=O)(=O)NC=1C(=C(C=CC1)CC=1C(=C(C(=C(C(=O)N)C1)NC1=C(C=C(C=C1)I)F)F)F)F